2-(8-Isopropyl-5-oxothieno[3',2':4,5]pyrrolo[1,2-d][1,2,4]triazin-6(5H)-yl)-N-(1-methyl-6-oxopiperidin-3-yl)acetamide C(C)(C)C1=NN(C(C=2N1C1=C(C2)C=CS1)=O)CC(=O)NC1CN(C(CC1)=O)C